[Al+3].CP([O-])(=O)CC.CP([O-])(=O)CC.CP([O-])(=O)CC tris(methylethylphosphinic acid) aluminum salt